tert-Butyl 2-amino-5,7-dimethyl-3-(5-(trifluoromethyl)benzo[d]thiazol-2-yl)-4,7-dihydrothieno[2,3-c]pyridine-6(5H)-carboxylate NC1=C(C2=C(C(N(C(C2)C)C(=O)OC(C)(C)C)C)S1)C=1SC2=C(N1)C=C(C=C2)C(F)(F)F